C1(CC1)CNC1CCC(=CC1)C1=C(C(=C(C=C1)O)N1CC(NS1(=O)=O)=O)F 5-(4'-((cyclopropylmethyl)amino)-2-fluoro-4-hydroxy-2',3',4',5'-tetrahydro-[1,1'-biphenyl]-3-yl)-1,2,5-thiadiazolidin-3-one 1,1-dioxide